ClC1=C2CN(C(C2=C(C=C1)NC1=C(C(C1=O)=O)N[C@H](CC)C=1OC(=CC1)C)=O)CC(=O)N (R)-2-(4-chloro-7-((2-((1-(5-methylfuran-2-yl)propyl)amino)-3,4-dioxocyclobut-1-en-1-yl)amino)-1-oxoisoindolin-2-yl)acetamide